2-(3-cyclopropylphenoxy)pyrrolo[1,2-b]pyridazine-3-carboxylic acid C1(CC1)C=1C=C(OC=2C(=CC=3N(N2)C=CC3)C(=O)O)C=CC1